C1(=CC=C(C=C1)CC1(CCN(CC1)C(=O)C=1C(=NC=CC1)C1=CC=NC=C1)C#N)C1=CC=CC=C1 4-([1,1'-biphenyl]-4-ylmethyl)-1-([2,4'-bipyridine]-3-carbonyl)piperidine-4-carbonitrile